FC(C=1C=C(C=CC1)NC(C1=CC=CC=C1)=O)(F)F N-(3-(trifluoromethyl)phenyl)benzamid